diphenylsulfide bis(hexafluorophosphate) F[P-](F)(F)(F)(F)F.F[P-](F)(F)(F)(F)F.C1(=CC=CC=C1)SC1=CC=CC=C1